ClC1=C(C(=O)N2CCC(CC2)C(=O)O)C=CC(=C1)NC(=O)C=1N(C(=CN1)C1=C(C(=C(C=C1)C=1C=NN(C1C)CCOC)F)F)C 1-[2-chloro-4-[[5-[2,3-difluoro-4-[1-(2-methoxyethyl)-5-methyl-pyrazol-4-yl]phenyl]-1-methyl-imidazole-2-carbonyl]amino]benzoyl]piperidine-4-carboxylic acid